CN1C(=CC2=C(C=CC(=C12)Cl)NC1=CC(=NC=N1)OC)C(=O)O 1-methyl-4-((4-methoxypyrimidin-6-yl)amino)-7-chloro-indole-2-carboxylic acid